dibenzoselenophenyl-[phenyl(biphenylyl)triazinyl]biphenyl C1(=CC=CC=2[Se]C3=C(C21)C=CC=C3)C=3C(=C(C=CC3)C3=CC=CC=C3)C3=NN=NC(=C3C3=C(C=CC=C3)C3=CC=CC=C3)C3=CC=CC=C3